Cl.ClC1=C(C=CC(=C1)F)C(C)N1N=CC(=C1)N 1-(1-(2-chloro-4-fluorophenyl)ethyl)-1H-pyrazol-4-amine hydrochloride